C[Si](N[Si](C)(C=C)C=C)(C=C)C=C 1,3-dimethyl-tetravinyl-disilazane